FC1=CC(=C(C=C1C=1C=NC(=NC1)N1CCOCC1)NC(=O)C1=CNC(C=C1C(F)(F)F)=O)N1C[C@H]([C@@H](C1)N(C)CCOC)F |r| N-[4-fluoro-5-(2-morpholin-4-ylpyrimidin-5-yl)-2-[rac-(3R,4R)-3-fluoro-4-[2-methoxyethyl(methyl)amino]pyrrolidin-1-yl]phenyl]-6-oxo-4-(trifluoromethyl)-1H-pyridine-3-carboxamide